COOC(CCC)C=CCCCCCCCCCC(OCCC)OCCC dipropoxydodecenyl-butoxy methyl ether